C(C)(C)(C)OC(=O)N1CCC(CC1)(C(=O)NCC(=O)O)C(=O)OC(C)(C)C (1,4-bis(tert-butoxycarbonyl)piperidine-4-carbonyl)glycine